NC\C=C(\CN1N=NC2=C1C=C(C=C2C2=CC(=CC=C2)S(=O)(=O)N2CCCC2)C(=O)OC)/F methyl (Z)-1-(4-amino-2-fluorobut-2-en-1-yl)-4-(3-(pyrrolidin-1-ylsulfonyl)phenyl)-1H-benzo[d][1,2,3]triazol-6-carboxylate